N1(N=CN=C1)CC1=CC=C(C=C1)C1=CC=C(C=C1)CN1N=CN=C1 4,4'-bis((1H-1,2,4-triazol-1-yl)methyl)biphenyl